5-{2-[2-(bicyclo[2.2.1]heptan-1-yl)ethyl]-8-fluoro-6-hydroxy-1,2,3,4-tetrahydroisoquinolin-7-yl}-1λ6,2,5-thiadiazolidine-1,1,3-trione C12(CCC(CC1)C2)CCN2CC1=C(C(=C(C=C1CC2)O)N2CC(NS2(=O)=O)=O)F